2-(4,6-dichloro-2-methyl-3-pyridyl)-1,3,4-oxadiazole ClC1=C(C(=NC(=C1)Cl)C)C=1OC=NN1